(1s,2S)-2-((s)-5H-imidazolo[5,1-a]isoindol-5-yl)-7-(methylsulfonyl)-1,2,3,4-tetrahydronaphthalen-1-ol C=1N=CN2C1C1=CC=CC=C1[C@@H]2[C@H]2[C@@H](C1=CC(=CC=C1CC2)S(=O)(=O)C)O